ClC1=CC(=C(C=C1)C1(OC2=C(O1)C=CC=C2C(=O)O)C)F 2-(4-chloro-2-fluorophenyl)-2-methylbenzo[d][1,3]dioxole-4-carboxylic acid